C(C)C1=CC=CC2=CC=CC=C12 1-Ethyl-naphthalin